C1(CC1)S(=O)(=O)NC(=O)C1=CC=C2C(=NNC2=C1)C(=O)N N6-(cyclopropylsulfonyl)-1H-indazole-3,6-dicarboxamide